C(C)NCC1=CC=C(C(=N1)C)N1N=CC(=C1)C1=NC(=NC=C1C(F)(F)F)N[C@@H]1[C@@H](CN(CC1)S(=O)(=O)C=1N=CN(C1)C)C 4-(1-(6-((Ethylamino)methyl)-2-methylpyridin-3-yl)-1H-pyrazol-4-yl)-N-((3R,4S)-3-methyl-1-((1-methyl-1H-imidazol-4-yl)sulfonyl)piperidin-4-yl)-5-(trifluoromethyl)pyrimidin-2-amine